3-(tert-butylperoxy)-3-methyl-2-pentanone C(C)(C)(C)OOC(C(C)=O)(CC)C